[C@@H]1([C@H](O)[C@@H](O)[C@H](O)[C@H](O1)CO)OC[C@@H]1[C@H]([C@@H]([C@H](C(O)O1)O)O)O β-D-glucopyranosyl-(1→6)-D-glucopyranose